4-methylsulfonyl-N-prop-2-ynyl-2-(hydroxy)aniline CS(=O)(=O)C1=CC(=C(NCC#C)C=C1)O